((4-bromobenzyl)oxy)-5-chlorobenzaldehyde BrC1=CC=C(COC2=C(C=O)C=C(C=C2)Cl)C=C1